ethyl 2-((4-(trifluoromethyl)phenyl)amino)benzo[d]oxazole-5-Carboxylate FC(C1=CC=C(C=C1)NC=1OC2=C(N1)C=C(C=C2)C(=O)OCC)(F)F